O=C1NC(CCC1NC=1C=C(CN2CCN(CC2)CCNC(=O)C2=CC3=C(O2)C(C2=CC=CC=C2C3=O)=O)C=CC1)=O N-(2-(4-(3-((2,6-dioxopiperidin-3-yl)amino)benzyl)piperazin-1-yl)ethyl)-4,9-dioxo-4,9-dihydronaphtho[2,3-b]furan-2-carboxamide